CC(C#N)(C)NC1=CC=CC=C1 2-methyl-2-(phenylamino)propionitrile